CC1=CSC=2N=C(N=C(C21)N2CCCC2)NC2=CC=C(C=C2)N2CCN(CC2)C 5-methyl-N-(4-(4-methylpiperazin-1-yl)phenyl)-4-(pyrrolidin-1-yl)thieno[2,3-d]pyrimidine-2-amine